CC1=CC(=NC(=C1)Br)Br 4-methyl-2,6-dibromopyridine